N-[3-(2-methylsulfonylethoxy)-1-(4-oxocyclohexyl)-1H-pyrazol-4-yl]carbamic acid benzyl ester C(C1=CC=CC=C1)OC(NC=1C(=NN(C1)C1CCC(CC1)=O)OCCS(=O)(=O)C)=O